O=C1NC(CCC1N1C(N(C2=C1C=CC(=C2)C2CCN(CC2)C(=O)OC(C)(C)C)CC(F)(F)F)=O)=O tert-butyl 4-[1-(2,6-dioxo-3-piperidyl)-2-oxo-3-(2,2,2-trifluoroethyl)benzimidazol-5-yl]piperidine-1-carboxylate